bis(9H-fluoren-9-ylmethyl)-diisopropylamidophosphite C1=CC=CC=2C3=CC=CC=C3C(C12)COP(OCC1C2=CC=CC=C2C=2C=CC=CC12)N(C(C)C)C(C)C